ClC=1C=NC(=C(C(=O)NC2CCC(CC2)CN2C(N(C3=C2C=CC=C3)C3=NC=C(N=C3)N(C)C)=O)C1)C 5-chloro-N-((1r,4r)-4-((3-(5-(dimethylamino)pyrazin-2-yl)-2-oxo-2,3-dihydro-1H-benzo[d]imidazol-1-yl)methyl)cyclohexyl)-2-methylnicotinamide